(±)-ethyl 2-[4-[3-(tert-butylsulfinylamino)oxetan-3-yl]-3-methoxy-phenyl]acetate C(C)(C)(C)[S@@](=O)NC1(COC1)C1=C(C=C(C=C1)CC(=O)OCC)OC |r|